(2R)-N-(2-{1-[(2,6-difluorophenyl)methyl]piperidin-4-yl}ethyl)-2-methyl-4-(3,4,5-trifluorophenyl)piperazine-1-carboxamide FC1=C(C(=CC=C1)F)CN1CCC(CC1)CCNC(=O)N1[C@@H](CN(CC1)C1=CC(=C(C(=C1)F)F)F)C